BrC1=C(C=C2C(=C(C(=NC2=C1F)Cl)[N+](=O)[O-])NC1C2CN(C1C2)C(=O)OC(C)(C)C)I tert-Butyl (endo)-5-((7-bromo-2-chloro-8-fluoro-6-iodo-3-nitroquinolin-4-yl) amino)-2-azabicyclo[2.1.1]hexane-2-carboxylate